C(C)N(CC)[Nb+2] (diethylamino)niobium(III)